4-nitro-1,2-benzenediol [N+](=O)([O-])C=1C=C(C(=CC1)O)O